C1(CC1)N1N=C(N=C1)C=1C(=C(C=C(C1)F)C1=C(C=CC=C1)NC1=CC(=NC=C1C(=O)NOCC)NC1=NC=C(C=C1F)F)OC 4-((3-(1-cyclopropyl-1H-1,2,4-triazol-3-yl)-5-fluoro-2-methoxyPhenylphenyl)amino)-6-((3,5-difluoropyridin-2-yl)amino)-N-ethoxynicotinamide